3-(1-Methyl-1H-imidazol-2-yl)-5-nitroaniline CN1C(=NC=C1)C=1C=C(N)C=C(C1)[N+](=O)[O-]